CN1C=CN2N=CC(=C21)C(=O)N2CC1(C2)CC(C1)CC(=O)NC1=CC(=CC=C1)C(F)(F)F 2-(2-(1-methyl-1H-imidazo[1,2-b]pyrazole-7-carbonyl)-2-azaspiro[3.3]heptan-6-yl)-N-(3-(trifluoromethyl)phenyl)acetamide